8,8'-((4-hydroxy-cyclohexyl)azane-diyl)bis(N-(dec-9-en-1-yl)-N-decyl-octanamide) OC1CCC(CC1)N(CCCCCCCC(=O)N(CCCCCCCCC=C)CCCCCCCCCC)CCCCCCCC(=O)N(CCCCCCCCCC)CCCCCCCCC=C